(±)-trans-4-(1-((5-methoxy-7-methyl-1H-indol-4-yl)methyl)-4-(pyridin-2-yl)piperidin-2-yl)benzoic acid COC=1C(=C2C=CNC2=C(C1)C)CN1[C@H](C[C@@H](CC1)C1=NC=CC=C1)C1=CC=C(C(=O)O)C=C1 |r|